N-[7-[(methylsulfonyl)amino]-4-oxo-6-phenoxy-4H-1-benzopyran-3-yl]formyl-Amine CS(=O)(=O)NC1=CC2=C(C(C(=CO2)NC=O)=O)C=C1OC1=CC=CC=C1